1-[2-cyano-6-(trifluoromethyl)pyridin-3-yl]-4-{2'-ethoxy-[2,3'-bipyridin]-5-yl}-N-[(3S)-1-methylpyrrolidin-3-yl]piperidine-4-carboxamide C(#N)C1=NC(=CC=C1N1CCC(CC1)(C(=O)N[C@@H]1CN(CC1)C)C=1C=CC(=NC1)C=1C(=NC=CC1)OCC)C(F)(F)F